2-(4-nitrophenyl)-2,6-diazaspiro[3.3]heptane [N+](=O)([O-])C1=CC=C(C=C1)N1CC2(C1)CNC2